dimethyl-(trimethylsilyl)phosphine CP([Si](C)(C)C)C